C(#N)C1=CC2=C(N=C(O2)N2CC3=CC=C(C(=C3C[C@H]2C(=O)OC)OCC2=NC=C(C=C2)OC)OC)C=C1 Methyl (S)-2-(6-cyanobenzo[d]oxazol-2-yl)-6-methoxy-5-((5-methoxypyridin-2-yl) methoxy)-1,2,3,4-tetrahydroisoquinoline-3-carboxylate